6-fluoro-N-(1-methyl-1H-pyrazol-4-yl)-5-(piperazin-1-yl)picolinamide FC1=C(C=CC(=N1)C(=O)NC=1C=NN(C1)C)N1CCNCC1